BrC=1C=CC=2N(C1)C(=C(N2)CC)C(=O)C2=CC=C(C=C2)OC (6-bromo-2-ethylimidazo[1,2-a]pyridin-3-yl)(4-methoxyphenyl)methanone